2-methylene-4-phenyl-1,3-dioxan C=C1OCCC(O1)C1=CC=CC=C1